bis(piperidinecarboxylic acid) diboron [B].[B].N1(CCCCC1)C(=O)O.N1(CCCCC1)C(=O)O